Cl.ClC1=CN=NC2=CC(=C(C=C12)Cl)OC 4,6-dichloro-7-methoxycinnoline hydrochloride